7'-(8-methylnaphthalen-1-yl)-2'-((1-methylpyrrolidin-2-yl)methoxy)-4'-(piperazin-1-yl)-7',8'-dihydro-6'H-spiro[cyclopropane-1,5'-pyrido[3,4-d]pyrimidine] CC=1C=CC=C2C=CC=C(C12)N1CC=2N=C(N=C(C2C2(C1)CC2)N2CCNCC2)OCC2N(CCC2)C